O=C1NC(CCC1C1=NN(C2=CC=CC=C12)CC(=O)NC1CCOCC1)=O 2-(3-(2,6-dioxopiperidin-3-yl)-1H-indazol-1-yl)-N-(tetrahydro-2H-pyran-4-yl)-acetamide